7-nitro-3,4-dihydroisoquinoline-2(1H)-carboxylic acid [N+](=O)([O-])C1=CC=C2CCN(CC2=C1)C(=O)O